CC(COC=1C(=C(C(=CC1C(C)(CC(C)(C)C)C)C1=CC(=CC=C1)F)O)N1C2=CC=C(C=C2C=2C=C(C=CC12)C(C)(C)C)C(C)(C)C)COC=1C(=C(C(=CC1C(C)(CC(C)(C)C)C)C1=CC(=CC=C1)F)O)N1C2=CC=C(C=C2C=2C=C(C=CC12)C(C)(C)C)C(C)(C)C (2-methylpropane-1,3-diylbis(oxy))bis(3-(3,6-di-tert-butyl-9H-carbazol-9-yl)-3'-fluoro-5-(2,4,4-trimethylpentan-2-yl)-[1,1'-biphenyl]-2-ol)